2-dimethylamino-6-methyl-1,4-dimethacryloyloxynaphthalene CN(C1=C(C2=CC=C(C=C2C(=C1)OC(C(=C)C)=O)C)OC(C(=C)C)=O)C